(5s,7s)-2-[(E)-3,3-diethoxyprop-1-enyl]-7-fluoro-5-phenyl-6,7-dihydro-5H-pyrrolo[1,2-b][1,2,4]triazole C(C)OC(/C=C/C=1N=C2N(N1)[C@@H](C[C@@H]2F)C2=CC=CC=C2)OCC